Cl.N1N=CC(=C1)C=1C=CC(=C(C1)O)C=1N=NC(=CC1)OC1CC(NC(C1)(C)C)(C)C 5-(1H-Pyrazol-4-yl)-2-(6-((2,2,6,6-tetramethylpiperidin-4-yl)oxy)pyridazin-3-yl)phenol monohydrochloride salt